O1C(=CC=C1)C1=NC=CC=N1 2-(2-furyl)-pyrimidine